(2Z)-2-({2-Fluoro-4-methyl-5-[(2,2,2-trifluoroethyl)sulfanyl]phenyl}imino)-3-(2,2,2-trifluoroethyl)-1,3-thiazolidin-4-on FC1=C(C=C(C(=C1)C)SCC(F)(F)F)\N=C\1/SCC(N1CC(F)(F)F)=O